(S)-2-(4-(difluoromethyl)-5-(4-(pyrazolo[1,5-a]pyridin-2-yl)-4,5,6,7-tetrahydro-1H-imidazo[4,5-c]pyridine-5-carbonyl)oxazol-2-yl)-2-methylpropanenitrile FC(C=1N=C(OC1C(=O)N1[C@@H](C2=C(CC1)NC=N2)C2=NN1C(C=CC=C1)=C2)C(C#N)(C)C)F